C(C)(C)(C)OC(=O)C1[C@H](NCCO1)C=1C=C(C=C2CCN(CC12)C(=O)N1CCOCC1)Cl (R)-3-(6-chloro-2-(morpholine-4-carbonyl)-1,2,3,4-tetrahydroisoquinolin-8-yl)morpholine-2-carboxylic acid tert-butyl ester